2-Phenoxyethyl acrylate (2-Phenoxyethyl acrylate) O(C1=CC=CC=C1)CCC(C(=O)O)=C.C(C=C)(=O)OCCOC1=CC=CC=C1